(6-Bromo-1,2,3,4-tetrahydronaphthalen-2-yl)carbamic acid benzyl ester C(C1=CC=CC=C1)OC(NC1CC2=CC=C(C=C2CC1)Br)=O